(R)-6-((4-fluoro-2-methoxyphenyl)amino)-N-(1-methyl-2-carbonylpiperidin-3-yl)-8-(methylamino)imidazo[1,2-b]pyridazine-3-carboxamide FC1=CC(=C(C=C1)NC=1C=C(C=2N(N1)C(=CN2)C(=O)N[C@H]2C(N(CCC2)C)=C=O)NC)OC